6-[4-[2-[2-(3-Hydroxyphenyl)ethynyl]benzoyl]piperazin-1-yl]-N-(3,3,3-trifluoropropylsulfonyl)pyridazine-3-carboxamide OC=1C=C(C=CC1)C#CC1=C(C(=O)N2CCN(CC2)C2=CC=C(N=N2)C(=O)NS(=O)(=O)CCC(F)(F)F)C=CC=C1